N1-(4-(3,3-dimethyl-5-(1-methyl-1H-pyrazol-4-yl)-2,3-dihydro-1H-pyrrolo[3,2-b]pyridin-1-yl)pyrimidin-2-yl)-N4-(2-(dimethylamino)ethyl)-2-methoxy-N4-methyl-5-nitrobenzene-1,4-diamine CC1(CN(C=2C1=NC(=CC2)C=2C=NN(C2)C)C2=NC(=NC=C2)NC2=C(C=C(C(=C2)[N+](=O)[O-])N(C)CCN(C)C)OC)C